COC=1C=C(C=CC1)C(C#N)CC(C1=CC=CC=C1)=O 2-(3-methoxyphenyl)-4-oxo-4-phenylbutyronitrile